NCCOCCOCCOCCC(=O)N[C@@H](CC(O)=O)C(=O)N1[C@@H](CCC1)C(=O)N[C@@H](C(C)C)C(=O)OC1(C(OCC=2C(N3CC=4C(=NC=5C=CC=CC5C4CC)C3=CC21)=O)=O)CC 4,11-diethyl-3,14-dioxo-3,4,12,14-tetrahydro-1H-pyrano[3',4':6,7]indolizino[1,2-b]quinolin-4-yl N-(3-{2-[2-(2-aminoethoxy)ethoxy]ethoxy}propanoyl)-L-alpha-aspartyl-L-prolyl-L-valinate